(S)-3-(2-((1-acetylpiperidin-4-yl)oxy)-5-chlorophenyl)-2-((tert-butoxycarbonyl)amino)propanoic acid C(C)(=O)N1CCC(CC1)OC1=C(C=C(C=C1)Cl)C[C@@H](C(=O)O)NC(=O)OC(C)(C)C